2-(6-{5-chloro-2-[(oxan-4-yl)amino]pyrimidin-4-yl}-1-oxo-2,3-dihydro-1H-isoindol-2-yl)-N-{2-hydroxy-1-[4-(propan-2-yloxy)phenyl]ethyl}acetamide ClC=1C(=NC(=NC1)NC1CCOCC1)C1=CC=C2CN(C(C2=C1)=O)CC(=O)NC(CO)C1=CC=C(C=C1)OC(C)C